1,2,3-tripropylpyrazoLium C(CC)[N+]=1N(C(=CC1)CCC)CCC